C(C1=CC=CC=C1)(C1=CC=CC=C1)C1=C(C(=CC(=C1)C)C(C1=CC=CC=C1)C1=CC=CC=C1)N1C(N2C(C=CC=C2C2=C(C=C(C=C2C(C)C)C(C)C)C(C)C)=C1)[Ag-]Cl (2-(2,6-dibenzhydryl-4-methylphenyl)-5-(2,4,6-triisopropylphenyl)-2,3-dihydroimidazo[1,5-a]pyridin-3-yl)silver(I) chloride